2-(2,3-Dimethyl-1H-indol-6-yl)-2-(4-hydroxy-3-methylphenyl)-2-phenylacetonitrile CC=1NC2=CC(=CC=C2C1C)C(C#N)(C1=CC=CC=C1)C1=CC(=C(C=C1)O)C